C(CC)OC1=CC=C(C=C1)C(CC=O)C[N+](=O)[O-] 3-(4-propoxyphenyl)-4-nitro-butan-1-one